N1=CC=NC12CCN(CC2)C(=O)[O-] 1,4,8-triazaspiro[4.5]dec-1,3-diene-8-carboxylate